2-(5-(cyclopropylmethyl)-3-(4-fluoro-3-(pyrrolidine-1-carbonyl)phenyl)-4-(3-fluoro-4-sulfamoylbenzyl)-1H-pyrazol-1-yl)thiazole-4-carboxylic acid C1(CC1)CC1=C(C(=NN1C=1SC=C(N1)C(=O)O)C1=CC(=C(C=C1)F)C(=O)N1CCCC1)CC1=CC(=C(C=C1)S(N)(=O)=O)F